C(C)C(CC)S(=O)(=O)NC1=CC=C(C=C1)C1=C2C(=NC(=C1)NC(=O)C1CC1)NC=C2 N-(4-(4-((1-ethylpropyl)sulfonamido)phenyl)-1H-pyrrolo[2,3-b]pyridin-6-yl)cyclopropylcarboxamide